2-(ethylsulfonyl)-3-(3-methyl-6-(trifluoromethyl)-3H-imidazo[4,5-b]pyridin-2-yl)pyrazolo[1,5-a]pyrimidine-7(4H)-thione C(C)S(=O)(=O)C1=NN2C(NC=CC2=S)=C1C1=NC=2C(=NC=C(C2)C(F)(F)F)N1C